Cl.NCC(CN1C=CC2=CC(=CC=C12)C(=O)N1CCC(CC1)OC)=CF (1-(2-(aminomethyl)-3-fluoroallyl)-1H-indol-5-yl)(4-methoxypiperidin-1-yl)methanone hydrochloride